ClC1=CC=C2C(=N1)N=C(O2)N2CCN(CC2)C(=O)C2=CC(=C(C=C2)OCC2(CC2)C)F [4-(5-chlorooxazolo[4,5-b]pyridin-2-yl)piperazin-1-yl]-[3-fluoro-4-[(1-methylcyclopropyl)methoxy]phenyl]methanone